methyl (S)-2,3-dimethoxypropionate CO[C@H](C(=O)OC)COC